tris(isocyanatomethyl)cyclohexane N(=C=O)CC1C(CCCC1)(CN=C=O)CN=C=O